C(C)(C)C=1N=C(OC1)C1=NC(=CC=C1Cl)C=1OC=C(N1)C(C)C 2,6-bis[4-(S)-isopropyl-2-oxazolyl]chloropyridine